(E)-4-(4-(dimethylamino)but-2-enoyl)-1-(3-methylthiophen-2-yl)piperazin-2-one CN(C/C=C/C(=O)N1CC(N(CC1)C=1SC=CC1C)=O)C